FC(C1CC=C(CC1)C=1C=CC=C2C=C(C=NC12)C(=O)N1C(NCC1)=O)(F)F 1-(8-(4-(trifluoromethyl)cyclohex-1-en-1-yl)quinolin-3-carbonyl)imidazolidin-2-one